9-(6-(4,4-difluorocyclohex-1-en-1-yl)-4-methyl-3-oxo-3,4-dihydropyrazin-2-yl)-1-(3,4-difluorophenyl)-1,9-diazaspiro[5.5]undecan-2-one FC1(CC=C(CC1)C1=CN(C(C(=N1)N1CCC2(CCCC(N2C2=CC(=C(C=C2)F)F)=O)CC1)=O)C)F